methyl 3-((tert-butoxycarbonyl)amino)-2-chloro-6-fluorobenzoate Methyl-3-amino-2-chloro-6-fluorobenzoate COC(C1=C(C(=CC=C1F)N)Cl)=O.C(C)(C)(C)OC(=O)NC=1C(=C(C(=O)OC)C(=CC1)F)Cl